tert-butyl 6-(3-(4-benzyl-2-(methoxymethyl)-2-methylpiperazin-1-yl)-5-methyl-1H-pyrazol-1-yl)-2-azaspiro[3.3]heptane-2-carboxylate C(C1=CC=CC=C1)N1CC(N(CC1)C1=NN(C(=C1)C)C1CC2(CN(C2)C(=O)OC(C)(C)C)C1)(C)COC